C(CCC)[Sn](CCCC)(CCCC)Cl tributyltin(IV) chloride